tert-butyl 6-(2-ethoxy-2-oxo-ethoxy)-2-azaspiro[3.3]heptane-2-carboxylate C(C)OC(COC1CC2(CN(C2)C(=O)OC(C)(C)C)C1)=O